CC1=CC2=CC=CC=C2C=C1 Methyl-2-naphthalene